C(C)C1=CN(C=2N=CN=CC21)[C@H]2[C@@H]([C@@H]([C@H](C2)CNCCCNCCC2=CC=CC=C2)O)O (1R,2S,3R,5R)-3-{5-Ethylpyrrolo[2,3-d]pyrimidin-7-yl}-5-[{{3-[(2-phenylethyl)amino]propyl}amino}methyl]cyclopentane-1,2-diol